Cl[Si]1(C2=C(SC3=C1C=CC=C3)C=CC=C2)Cl 10,10-dichloro-10H-dibenzo[b,e][1,4]thiasiline